[NH4+].CC1=C(C(=O)P(C2=CC=CC=C2)(C2=CC=CC=C2)=O)C(=CC(=C1)C)C 2,4,6-trimethylbenzoyldiphenylphosphine oxide ammonium salt